Cl.N1N=NC2=C1C=CC=C2 benzotriazole hydrochloride salt